FC1=CC=C(C=C1)C1=CC=NC=2N1N(CC2)C2=CC(=CC=C2)OC 7-(4-fluorophenyl)-N-(3-methoxyphenyl)pyrazolo[1,5-a]pyrimidine